C1(C=CC(N1C1=CC=C(OC=2C=C(C=CC2)S(=O)(=O)C2=CC(=CC=C2)OC2=CC=C(C=C2)N2C(C=CC2=O)=O)C=C1)=O)=O bis[3-(4-maleimidophenoxy)phenyl]sulfone